6'-bromo-1'-(methyl-d3)spiro[cyclopropane-1,3'-indolin]-2'-one BrC1=CC=C2C3(C(N(C2=C1)C([2H])([2H])[2H])=O)CC3